BrC=1C=C2C(=NN(C2=CC1)C)C(=O)NCC1=CC=C(C=C1)C(NC)=O 5-bromo-1-methyl-N-(4-(methylcarbamoyl)benzyl)-1H-indazole-3-carboxamide